5-(3-fluoro-2-methyl-4-nitrophenoxy)-2-methylbenzo[d]thiazole FC=1C(=C(OC=2C=CC3=C(N=C(S3)C)C2)C=CC1[N+](=O)[O-])C